N(=C=O)C1C(CCCC1)CCCN=C=O 1-isocyanato-2-(3-isocyanato-prop-1-yl)-cyclohexane